O=C1NC(CCC1N1C2=C(C3=CC=CC=C13)C=C(C=N2)C2CCN(CC2)C(=O)OC(C)(C)C)=O tert-butyl 4-[9-(2,6-dioxo-3-piperidyl)pyrido[2,3-b]indol-3-yl]piperidine-1-carboxylate